3-(1-(3-(5-(4-((1-(4-((2,6-dioxopiperidin-3-yl)amino)-2-fluorophenyl)azetidin-3-yl)methyl)piperazin-1-yl)pyrimidin-2-yl)benzyl)-6-oxo-1,6-dihydropyridazin-3-yl)benzonitrile O=C1NC(CCC1NC1=CC(=C(C=C1)N1CC(C1)CN1CCN(CC1)C=1C=NC(=NC1)C=1C=C(CN2N=C(C=CC2=O)C=2C=C(C#N)C=CC2)C=CC1)F)=O